(S)-1-(2-((2-(2,4-difluoro-6-methoxyphenyl)pyrimidin-4-yl)amino)-5-((1-(2,2,2-trifluoroethyl)-1H-pyrazol-4-yl)ethynyl)pyridin-4-yl)piperidin-3-ol FC1=C(C(=CC(=C1)F)OC)C1=NC=CC(=N1)NC1=NC=C(C(=C1)N1C[C@H](CCC1)O)C#CC=1C=NN(C1)CC(F)(F)F